(1-(4-(trifluoromethoxy)benzyl)-1H-pyrazol-4-yl)methylamine hydrochloride Cl.FC(OC1=CC=C(CN2N=CC(=C2)CN)C=C1)(F)F